C1C=C(CN2CCC3=C(C12)NC1=CC=CC=C13)C(=O)[O-] 1,4,6,7,12,12b-hexahydro-indolo[2,3-a]quinolizine-3-carboxylate